(2-((2R,5S)-4-(6-cyano-1-methyl-2-oxo-1,2-dihydropyrido[3,2-d]pyrimidin-4-yl)-2-ethyl-5-methylpiperazin-1-yl)-2-(4-(trifluoromethyl)phenyl)ethyl)carbamic acid isopropyl ester C(C)(C)OC(NCC(C1=CC=C(C=C1)C(F)(F)F)N1[C@@H](CN([C@H](C1)C)C=1C2=C(N(C(N1)=O)C)C=CC(=N2)C#N)CC)=O